2,3-dimethyl-N-(2-oxo-2-((2-(o-tolyloxy)phenyl)amino)ethyl)benzamide CC1=C(C(=O)NCC(NC2=C(C=CC=C2)OC2=C(C=CC=C2)C)=O)C=CC=C1C